ClC1=CC(=C(C=C1)NC(=O)C1(CCC(CC1)(C(=O)O)C([2H])([2H])[2H])C1=C(C=CC=C1)C(C)C)OC(F)F (1s,4s)-4-((4-chloro-2-(difluoromethoxy)phenyl)carbamoyl)-4-(2-isopropylphenyl)-1-(methyl-d3)cyclohexane-1-carboxylic acid